ClC=1C=CC=C2[C@H](CCOC12)NC(=O)NC1=NN(C=C1)C1=CC(=C(C=C1)C(C(=O)N)(C)C)F 2-[4-[3-[[(4S)-8-chlorochroman-4-yl]carbamoylamino]pyrazol-1-yl]-2-fluoro-phenyl]-2-methyl-propanamide